2-[(2E,4E)-5-[1-(2-methoxyethyl)-3,3-dimethyl-5-sulfonato-indol-1-ium-2-yl] pent-2,4-dienylidene]-3,3-dimethyl-indoline-5-sulfonate COCC[N+]1=C(C(C2=CC(=CC=C12)S(=O)(=O)[O-])(C)C)/C=C/C=C/C=C1NC2=CC=C(C=C2C1(C)C)S(=O)(=O)[O-]